(S)-N-(1-(2,4-dimethoxyphenyl)ethyl)-2-(4-oxo-benzo[d][1,2,3]triazin-3(4H)-yl)acetamide nickel-copper-chromium-molybdenum-niobium [Nb].[Mo].[Cr].[Cu].[Ni].COC1=C(C=CC(=C1)OC)[C@H](C)NC(CN1N=NC2=C(C1=O)C=CC=C2)=O